CN1C[C@@H](CC1)OC(=O)C1CC2=C(CN1C)NC(=N2)C2=NNC1=CC(=CC=C21)C2=C(C=C(C(=C2)F)O)CC 2-(6-(2-ethyl-5-fluoro-4-hydroxyphenyl)-1H-indazol-3-yl)-5-methyl-4,5,6,7-tetrahydro-3H-imidazo[4,5-c]pyridine-6-carboxylic acid (R)-1-methylpyrrolidin-3-yl ester